4-(6-bromoquinazolin-4-yl)-1-phenylpiperazin-2-one BrC=1C=C2C(=NC=NC2=CC1)N1CC(N(CC1)C1=CC=CC=C1)=O